tri-n-amyl-hafnium monohydride [H-].C(CCCC)[Hf+](CCCCC)CCCCC